ClC=1C=NN(C1C1=NC=CC(=N1)OCC1=CC=C(C=C1)C=1N(C=C(N1)C(F)(F)F)C)C(C)C 2-(4-chloro-1-isopropyl-1H-pyrazol-5-yl)-4-((4-(1-methyl-4-(trifluoromethyl)-1H-imidazol-2-yl)benzyl)oxy)pyrimidine